3-(1,3-dimethyl-1H-pyrazol-5-yl)propionic acid CN1N=C(C=C1CCC(=O)O)C